C1(CC1)C=1C=2N(N=C(C1)C=1N=C3N(C(C1)=O)C=C(S3)N3CCNCC3)C=C(N2)C 7-(8-Cyclopropyl-2-methylimidazo[1,2-b]pyridazin-6-yl)-2-piperazin-1-yl-thiazolo[3,2-a]pyrimidin-5-on